COC=1C(=CC(=C(N(C)CCN(C(OC(C)(C)C)=O)C)C1)[N+](=O)[O-])NC1=NC=CC(=N1)C1=CN(C2=CC=CC=C12)C tert-butyl N-[2-[5-methoxy-N-methyl-4-[[4-(1-methylindol-3-yl)pyrimidin-2-yl]amino]-2-nitro-anilino]ethyl]-N-methyl-carbamate